NC1=C2C(=NC=3CC(CC(C13)=O)C1=CC=CC=C1)N(C=1C=CC(=CC12)OC)CCCN(C)C 11-amino-6-(3-(dimethylamino)propyl)-9-methoxy-3-phenyl-2,3,4,6-tetrahydro-1H-indolo[2,3-b]quinolin-1-one